C(C)(=O)N(C1=C(C=C(C=C1)C1=CC=C(C=N1)C(=O)NCCCC=1C=NNC1)C#N)CC1CC1 6-[4-[acetyl(cyclopropylmethyl)amino]-3-cyano-phenyl]-N-[3-(1H-pyrazol-4-yl)propyl]pyridine-3-carboxamide